(2-(4-Ethoxyphenyl)thiazol-4-yl)methyl 2-(4-ethoxyphenyl)thiazole-4-carboxylate C(C)OC1=CC=C(C=C1)C=1SC=C(N1)C(=O)OCC=1N=C(SC1)C1=CC=C(C=C1)OCC